Nε-crotonyl-lysine C(\C=C\C)(=O)NCCCC[C@H](N)C(=O)O